N1(CCC1)CCN1C(N([C@@H](C1)C(=O)N(C)C1=C(C(=C(C=C1)F)Cl)F)C1=NC(=CC(=C1)C(F)(F)F)C)=O (S)-1-(2-(Azetidin-1-yl)ethyl)-N-(3-chloro-2,4-difluorophenyl)-N-methyl-3-(6-methyl-4-(trifluoromethyl)-pyridin-2-yl)-2-oxoimidazolidine-4-carboxamide